COCCNC=1C=2N(C3=CC(=CC=C3N1)C(=O)N[C@H]1COCCC1)C=NC2 (R)-4-((2-Methoxyethyl)amino)-N-(tetrahydro-2H-pyran-3-yl)imidazo[1,5-a]quinoxaline-8-carboxamide